(1R)-1-(5-phenyl-1,2,4-oxadiazol-3-yl)-6-azaspiro[2.5]octane-6-sulfonamide C1(=CC=CC=C1)C1=NC(=NO1)[C@@H]1CC12CCN(CC2)S(=O)(=O)N